2-bromo-4-[[tert-butyl(dimethyl)silyl]oxymethyl]-5-chloro-aniline BrC1=C(N)C=C(C(=C1)CO[Si](C)(C)C(C)(C)C)Cl